2-[4-[2-[(4-cyano-2-fluoro-phenyl)methoxy]thiazol-4-yl]pyrazol-1-yl]acetic acid C(#N)C1=CC(=C(C=C1)COC=1SC=C(N1)C=1C=NN(C1)CC(=O)O)F